benzyl (Z)-1-benzyl-3-((3,5-dimethyl-1H-pyrrol-2-yl) methylene)-2-oxo-2,3-dihydro-1H-pyrrolo[2,3-b]pyridine-6-carboxylate C(C1=CC=CC=C1)N1C(\C(\C=2C1=NC(=CC2)C(=O)OCC2=CC=CC=C2)=C/C=2NC(=CC2C)C)=O